NC1C(N(C=2N(CC1)N=C(C2)CCO)C)=O 6-amino-2-(2-hydroxyethyl)-4-methyl-7,8-dihydro-4H-pyrazolo[1,5-a][1,3]diazepin-5(6H)-one